(2-[8-(methoxydimethylsilyl)octoxy]-5-hydroxyphenyl)tri(p-tolyl)phosphonium bromide [Br-].CO[Si](CCCCCCCCOC1=C(C=C(C=C1)O)[P+](C1=CC=C(C=C1)C)(C1=CC=C(C=C1)C)C1=CC=C(C=C1)C)(C)C